C(CC(=O)C)(=O)NC1=C(C=C(C=C1)NC(CC(=O)C)=O)S(=O)(=O)O 2,5-bis[(acetoacetyl)amino]benzenesulfonic acid